3-(4-(benzyloxy)phenyl)-1-(methylsulfonyl)azetidine C(C1=CC=CC=C1)OC1=CC=C(C=C1)C1CN(C1)S(=O)(=O)C